CN1C=C(C2=CC(=CC=C12)C=C)C(=O)O 1-methyl-5-vinyl-1H-indole-3-carboxylic acid